(3-chloro-4-fluorophenyl)(1-(1,1,1-trifluoropropan-2-yl)piperidin-4-yl)methanamine HCl Cl.ClC=1C=C(C=CC1F)C(N)C1CCN(CC1)C(C(F)(F)F)C